1-isopropyl-3-(p-tolyl)-1H-indole C(C)(C)N1C=C(C2=CC=CC=C12)C1=CC=C(C=C1)C